OC(COC=1C=C(C=2N(C1)N=CC2C#N)C=2C=NC(=CC2)N2CC1C(C2)CC(C1)OCC=1C=NC=CC1)(C)C 6-(2-Hydroxy-2-methylpropoxy)-4-(6-(5-(pyridin-3-ylmethoxy)hexahydrocyclopenta[c]pyrrol-2(1H)-yl)pyridin-3-yl)pyrazolo[1,5-a]pyridine-3-carbonitrile